BrC1=C(C=C(C(=O)N2CC=3N(CC2)C(N(C3C(=O)NCC3=C(C=CC=C3)C=3N=NC=CC3)C3=CC=C(C=C3)OCC(F)(F)F)=O)C=C1)Cl 7-(4-bromo-3-chloro-benzoyl)-3-oxo-N-[(2-pyridazin-3-ylphenyl)methyl]-2-[4-(2,2,2-trifluoroethoxy)phenyl]-6,8-dihydro-5H-imidazo[1,5-a]pyrazine-1-carboxamide